[K].C(C)N1CCC(CC1)N1CC(C1)S(=O)(=O)NC(NC1=C2CCCC2=CC=2CCCC12)=O 1-(1-Ethylpiperidin-4-yl)-N-((1,2,3,5,6,7-hexahydro-s-indacen-4-yl)carbamoyl)azetidine-3-sulfonamide, Potassium Salt